CN(C(=O)C(C[C@@H](C(=O)OCC)NC([C@H](CC(C)C)NC(CC(CCCCCC)CCCC=C)=O)=O)CC=C)C Ethyl (2S)-4-(dimethylcarbamoyl)-2-((2S)-4-methyl-2-(3-(pent-4-en-1-yl)nonanamido)pentanamido)hept-6-enoate